N-(3-oxopropyl)-N-(2-phenylethyl)carbamate O=CCCN(C([O-])=O)CCC1=CC=CC=C1